(R)-N-(4-acetamidophenyl)-4-((3S,8S,9S,10R,13R,14S,17R)-3-hydroxy-10,13-dimethyl-2,3,4,7,8,9,10,11,12,13,14,15,16,17-tetradecahydro-1H-cyclopenta[a]phenanthren-17-yl)pentanamide C(C)(=O)NC1=CC=C(C=C1)NC(CC[C@@H](C)[C@H]1CC[C@H]2[C@@H]3CC=C4C[C@H](CC[C@@]4([C@H]3CC[C@]12C)C)O)=O